6-Chloro-7-fluoro-1-[(p-fluorophenyl)methyl]-1,2,3,4-tetrahydro-8-quinolinecarboxylic acid ClC=1C=C2CCCN(C2=C(C1F)C(=O)O)CC1=CC=C(C=C1)F